C(C)(C)(C)OC(=O)N1CC(C(CC1)N1N=CC(=C1)C1=NC(=C(C(=C1)C(F)(F)F)C#N)N1[C@H](CC1)C)O 4-[4-[5-Cyano-6-[(2S)-2-methylazetidin-1-yl]-4-(trifluoromethyl)-2-pyridinyl]pyrazol-1-yl]-3-hydroxy-piperidine-1-carboxylic acid tert-butyl ester